tert-Butyl N-[2-(methanesulfonamido)-3-(trideuteriomethoxy)phenyl]carbamate CS(=O)(=O)NC1=C(C=CC=C1OC([2H])([2H])[2H])NC(OC(C)(C)C)=O